N,N-diphenyl-4-(5-(4-(triphenylsilyl)phenyl)-1,3,4-oxadiazol-2-yl)aniline C1(=CC=CC=C1)N(C1=CC=C(C=C1)C=1OC(=NN1)C1=CC=C(C=C1)[Si](C1=CC=CC=C1)(C1=CC=CC=C1)C1=CC=CC=C1)C1=CC=CC=C1